2-(5-cyano-1H-indol-1-yl)aniline C(#N)C=1C=C2C=CN(C2=CC1)C1=C(N)C=CC=C1